O1COCC2=C1C=CC=C2C(=O)N benzo[d][1,3]dioxane-5-carboxamide